N-(5-(3-chloro-4-cyanophenyl)pyridin-3-yl)butane-1-sulfonamide ClC=1C=C(C=CC1C#N)C=1C=C(C=NC1)NS(=O)(=O)CCCC